FC=1C=C(C=CC1F)[C@H]1[C@H](C1)NC=1C2=C(N=C(N1)SCCC)N(N=N2)[C@@H]2C[C@@H](OC2)CO ((2R,4R)-4-(7-(((1S,2S)-2-(3,4-difluorophenyl)cyclopropyl)amino)-5-(propylthio)-3H-[1,2,3]triazolo[4,5-d]pyrimidin-3-yl)tetrahydrofuran-2-yl)methanol